C(C)OC(C[C@H](C=1C=C2CCCC2=C(C1)CN1S(C2=C(C[C@@H](C1)CC)N=CC=C2)(=O)=O)C2=C(C1=C(N(N=N1)C)C=C2)C)=O |o1:21| (3R)-3-(1,4-dimethyl-1H-benzotriazol-5-yl)-3-(7-{[(4S*)-4-ethyl-1,1-dioxo-4,5-dihydropyrido[2,3-f][1,2]thiazepin-2(3H)-yl]methyl}-2,3-dihydro-1H-inden-5-yl)propanoic acid ethyl ester